C(CCCCCCCC(=O)O)CCCCCCCO omega-hydroxy hexadecanoate